[N+](=O)([O-])C=1C(=NC=CC1)C(=C)C 3-nitro-2-(prop-1-en-2-yl)pyridine